7-(ethyl(methyl)amino)-4-(o-tolyl)-2H-pyrano[2,3-b]pyridin-2-one C(C)N(C1=CC=C2C(=N1)OC(C=C2C2=C(C=CC=C2)C)=O)C